1-(2-((2-Methylquinazolin-4-yl)oxy)ethyl)-4-phenylpiperidin-4-ol hydrochloride Cl.CC1=NC2=CC=CC=C2C(=N1)OCCN1CCC(CC1)(O)C1=CC=CC=C1